(2S,3R,4R,5S)-N-(2-Aminopyridin-4-yl)-3-(3,4-difluoro-2-methoxyphenyl)-4,5-dimethyl-5-(trifluoromethyl)tetrahydrofuran-2-carboxamide NC1=NC=CC(=C1)NC(=O)[C@H]1O[C@@]([C@@H]([C@@H]1C1=C(C(=C(C=C1)F)F)OC)C)(C(F)(F)F)C